2-[[tert-butoxycarbonyl(2,2,2-trifluoroethyl)amino]-4-pyridyl]oxazole-4-carboxylic acid C(C)(C)(C)OC(=O)N(CC(F)(F)F)C1=NC=CC(=C1)C=1OC=C(N1)C(=O)O